C1(CC1)S(=O)(=O)N1N=CC(=C1)C1=NC=CC(=N1)C1(NC=C(C(=C1)NC1CCC(CC1)F)C1=NN(C=C1)C(F)(F)F)N 2-(2-(1-(Cyclopropylsulfonyl)-1H-pyrazol-4-yl)pyrimidin-4-yl)-N4-((1s,4s)-4-fluorocyclohexyl)-5-(1-(trifluoromethyl)-1H-pyrazol-3-yl)pyridine-2,4-diamine